O=C1NC(CCC1N1C(C2=CC(=CC=C2C1=O)F)=O)=O 2-(2,6-dioxopiperidin-3-yl)-6-fluoro-1,3-dioxoisoindole